ClCCCC=1C(=C2CC(CC2=C(C1B1N(C(C2=C(N1P(C1=CC=CC=C1)C1=CC=CC=C1)C=CC=C2)=O)C)C)(C(=O)OC)C(=O)OC)C (S)-dimethyl 5-(3-chloropropyl)-6-(1-(diphenylphosphaneyl)-3-methyl-4-oxo-3,4-dihydrobenzo[d][1,3,2]diazaborinin-2(1H)-yl)-4,7-dimethyl-1,3-dihydro-2H-indene-2,2-dicarboxylate